C1(CC1)CSC1=CC2=CN(N=C2C=C1)C=1C=NC=NC1 5-((cyclopropylmethyl)thio)-2-(pyrimidin-5-yl)-2H-indazole